NC1CC2(C1)OC(N(C2)C2=NC1=C(OCC(N1COCC[Si](C)(C)C)=O)N=C2)=O 6-(2-amino-6-oxo-5-oxa-7-azaspiro[3.4]octan-7-yl)-4-(2-trimethylsilylethoxy-methyl)pyrazino[2,3-b][1,4]oxazin-3-one